1-Butyl-5-(diaminomethylene)-3-((1s,4s)-4-((6,8-dioxo-5,7-diazaspiro[3.4]octan-5-yl)methyl)cyclohexyl)pyrimidine-2,4,6(1H,3H,5H)-trione C(CCC)N1C(N(C(C(C1=O)=C(N)N)=O)C1CCC(CC1)CN1C2(CCC2)C(NC1=O)=O)=O